NC=1C=C2C(=NC1C#N)N(C=N2)C(F)F 6-amino-3-(difluoromethyl)imidazo[4,5-b]pyridine-5-carbonitrile